lithium 1-ethyl-1H-1,2,4-triazole-5-carboxylate C(C)N1N=CN=C1C(=O)[O-].[Li+]